(3-chloro-5-methoxy-phenyl)boronic acid ClC=1C=C(C=C(C1)OC)B(O)O